((2R,4R)-2-methylpiperidin-4-yl)-4-(6-morpholino-1H-pyrrolo[2,3-b]pyridin-3-yl)-5-(trifluoromethyl)pyrimidin-2-amine C[C@H]1NCC[C@H](C1)C1=C(C(=NC(=N1)N)C1=CNC2=NC(=CC=C21)N2CCOCC2)C(F)(F)F